2,4-difluoro-N-(2-methoxy-5-(4-(piperazin-1-yl)-2H-pyrazolo[3,4-d]pyrimidin-2-yl)pyridin-3-yl)benzenesulfonamide trifluoroacetate salt FC(C(=O)O)(F)F.FC1=C(C=CC(=C1)F)S(=O)(=O)NC=1C(=NC=C(C1)N1N=C2N=CN=C(C2=C1)N1CCNCC1)OC